C(C1CO1)CCCCOCC(CO)O 3-(4-glycidyl-butoxy)-1,2-propanediol